C1=NC(=C2C(=N1)N(C=N2)[C@H]3[C@H]4[C@@H]([C@H](O3)COP(=O)(O)O)OP(=O)(O4)O)N The molecule is a 2',3'-cyclic purine nucleotide that is AMP in which the hydroxy groups at the 2' and 3' positions have been converted into the corresponding cyclic phosphate. It is a 2',3'-cyclic purine nucleotide, an adenosine bisphosphate and an adenyl ribonucleotide. It derives from an adenosine 5'-monophosphate.